C(C(C)C)C=1C=CC=C2C=CN(C12)C(=O)[O-] 7-isobutyl-1H-indole-1-carboxylate